1-(2-(4-(4-trifluoromethylbenzyl)piperazine-1-carbonyl)phenyl)ethanone FC(C1=CC=C(CN2CCN(CC2)C(=O)C2=C(C=CC=C2)C(C)=O)C=C1)(F)F